FC(S(=O)(=O)OC1=NNC(C2=CC(=C(C=C12)F)F)=O)(F)F (6,7-difluoro-4-oxo-3H-phthalazin-1-yl) trifluoromethanesulfonate